(S)-Dibenzyl 2-(2-((benzyloxy)amino)acetamido)pentanedioate C(C1=CC=CC=C1)ONCC(=O)N[C@H](C(=O)OCC1=CC=CC=C1)CCC(=O)OCC1=CC=CC=C1